(S)-N'-(3-(7,7-difluoro-2-((S)-2-methylazetidin-1-yl)-6,7-dihydro-5H-cyclopenta[d]pyrimidin-4-yl)phenyl)methanesulfonimidamide FC1(CCC2=C1N=C(N=C2C=2C=C(C=CC2)N=[S@@](=O)(N)C)N2[C@H](CC2)C)F